CN(C1=C(C=C(C=C1)C=1C(=NC(=NC1)NC=1C=NN(C1)C)NC=1C=C(C=CC1)NC(C=C)=O)F)C N-(3-((5-(4-(dimethylamino)-3-fluorophenyl)-2-((1-methyl-1H-pyrazol-4-yl)amino)pyrimidin-4-yl)amino)phenyl)acrylamide